2-Chloro-4-((3S)-8-(4-(4-((1-(3-((2,6-dioxo-piperidin-3-yl)amino)-phenyl)piperidin-4-yl)-methyl)piperazine-1-carbonyl)phenyl)-3-methyl-2,8-diazaspiro[4.5]decan-2-yl)benzonitrile ClC1=C(C#N)C=CC(=C1)N1CC2(C[C@@H]1C)CCN(CC2)C2=CC=C(C=C2)C(=O)N2CCN(CC2)CC2CCN(CC2)C2=CC(=CC=C2)NC2C(NC(CC2)=O)=O